ClC1=C2C(=C(NC2=CC(=C1)Cl)C)CCN1N=NC(=C1)C1(COC1)O 3-(1-(2-(4,6-dichloro-2-methyl-1H-indol-3-yl)ethyl)-1H-1,2,3-triazol-4-yl)oxetan-3-ol